5-fluoro-1-isobutyl-1H-indole-6-carboxylic acid FC=1C=C2C=CN(C2=CC1C(=O)O)CC(C)C